7-isopropoxy-2-(1-methyl-2-oxabicyclo[2.1.1]hex-4-yl)imidazo[1,2-a]pyridine-6-carboxylic acid methyl ester COC(=O)C=1C(=CC=2N(C1)C=C(N2)C21COC(C2)(C1)C)OC(C)C